S(=O)(=O)(O)C1=CC=C(C=C1)SSC1=CC=C(C=C1)S(=O)(=O)O bis(p-sulfophenyl) disulfide